carbon phosphorus (III) [P+3].[C+4]